CC1(OB(OC1(C)C)B1OC(C(O1)(C)C)(C)C)C 4,4,5,5-tetramethyl-2-(4,5,5-trimethyl-4-methyl-1,3,2-dioxaborolan-2-yl)-1,3,2-dioxaborolane